NC=1SC(=CN1)C(=O)NC1=C(C=C(C(=C1)C(NC1=NC=C(C=C1)OC(F)(F)F)=O)F)F 2-Amino-N-[2,4-difluoro-5-[[5-(trifluoromethoxy)pyridin-2-yl]carbamoyl]phenyl]-1,3-thiazole-5-carboxamide